NN(C(O)=O)CCCCN amino(4-aminobutyl)carbamic acid